C[C@]12CCC/C(=C\\C=C/3\\C[C@H](CCC3=C)O)/[C@@H]1CC[C@@H]2[C@](C)(CC(CC(C)(C)O)O)O The molecule is a hydroxycalciol that consists of vitamin D3 (calciol) carrying additional hydroxy groups at positions 20 (with S-configuration), 23 and 25. It has a role as a human metabolite and a rat metabolite. It is a hydroxycalciol, a member of D3 vitamins and a tetrol.